3,5-Dithiocyanatopyridine-2,6-diamine S(C#N)C=1C(=NC(=C(C1)SC#N)N)N